C(C)(C)(C)OC(=O)N1CCC(CC1)OC1=C(C=C2C(=NC=NC2=C1)OC1=CC=C(C=C1)[N+](=O)[O-])OC 4-((6-methoxy-4-(4-nitrophenoxy)quinazolin-7-yl)oxy)piperidine-1-carboxylic acid tert-butyl ester